6-Bromo-2-methyl-7,8-dihydrofuro[3,2-h]quinazolin-4-ol BrC=1C=C2C(=NC(=NC2=C2C1CCO2)C)O